3-(5-((7-morpholinoheptyl)thio)-1-oxoisoindolin-2-yl)piperidine-2,6-dione O1CCN(CC1)CCCCCCCSC=1C=C2CN(C(C2=CC1)=O)C1C(NC(CC1)=O)=O